naphthyl(phenanthrenyl)anthracene-d15 C1(=CC=CC2=CC=CC=C12)C=1C(=C(C(C2(C(C3(C(C(C(C(C3=CC12)([2H])[2H])([2H])[2H])([2H])[2H])([2H])[2H])[2H])([2H])[2H])[2H])([2H])[2H])[2H])C1=CC=CC=2C3=CC=CC=C3C=CC12